N1C(NCCC1)=O 1,3-diazinan-2-one